2-oxo-4-(cyclopropylmethyl)piperazine-1-carboxylic acid ethyl ester C(C)OC(=O)N1C(CN(CC1)CC1CC1)=O